2-(4-chloro-3-fluorophenoxy)-N-(3-{[5-(trifluoromethyl)pyrazin-2-yl]amino}bicyclo[1.1.1]pentan-1-yl)acetamide ClC1=C(C=C(OCC(=O)NC23CC(C2)(C3)NC3=NC=C(N=C3)C(F)(F)F)C=C1)F